N,N'-bis(2-pyridinylmethyl)-N'-(2-phenyl-5,6,7,8-tetrahydro-8-quinolinyl)-1,4-benzenedimethanamine N1=C(C=CC=C1)CNCC1=CC=C(C=C1)CN(C1CCCC=2C=CC(=NC12)C1=CC=CC=C1)CC1=NC=CC=C1